4,4'-bicyclohexanol carbonate C(O)(=O)OC1CCC(CC1)C1CCCCC1